tertbutyl (2-(1-(7-chloro-8-fluoro-2-(((2R,7aS)-2-fluorotetrahydro-1H-pyrrolizin-7a(5H)-yl)methoxy)pyrido[4,3-d]pyrimidin-4-yl)piperidin-3-yl)ethyl)carbamate ClC1=C(C=2N=C(N=C(C2C=N1)N1CC(CCC1)CCNC(OC(C)(C)C)=O)OC[C@]12CCCN2C[C@@H](C1)F)F